ClC1=C(C(=NN1CC)C1=NOC=C1)C(=O)N1CC2(CN(C2)CCC(C)(C)C)CCC1 (5-Chloro-1-ethyl-3-(isoxazol-3-yl)-1H-pyrazol-4-yl)(2-(3,3-dimethylbutyl)-2,6-diazaspiro[3.5]nonan-6-yl)methanone